CN1N=C(C2=CC=C(C=C12)C(=O)OC)C1=C(C=CC=C1)C methyl 1-methyl-3-(o-tolyl)-1H-indazole-6-carboxylate